2-amino-4-(6-chloro-8-fluoro-2-((S)-1-((S)-1-methylpyrrolidin-2-yl)ethoxy)-4-(1,6-diazaspiro[3.4]octan-6-yl)quinazolin-7-yl)-7-fluorobenzo[b]thiophene-3-carbonitrile NC1=C(C2=C(S1)C(=CC=C2C2=C(C=C1C(=NC(=NC1=C2F)O[C@@H](C)[C@H]2N(CCC2)C)N2CC1(CCN1)CC2)Cl)F)C#N